5-(4-(2-(1-(5-(5-(difluoromethyl)-6,8-difluoro-5H-pyrido[4,3-b]indol-7-yl)pyridin-2-yl)piperidin-4-yl)ethyl)piperazin-1-yl)-2-(2,6-dioxopiperidin-3-yl)isoindoline-1,3-dione FC(N1C2=C(C=3C=C(C(=C(C13)F)C=1C=CC(=NC1)N1CCC(CC1)CCN1CCN(CC1)C=1C=C3C(N(C(C3=CC1)=O)C1C(NC(CC1)=O)=O)=O)F)C=NC=C2)F